C(C=C)(=O)OC=1C(=C(C(=O)C2=CC=CC=C2)C=CC1)O acryloyloxy-2-hydroxybenzophenone